N[C@@H](CC1=CC=C(C=C1)O)C(=O)N[C@@H](CCCNC(N)=N)C(=O)O L-tyrosyl-L-arginine